COC1=NC=C(C(=N1)OC)SC(C1=CC=CC=C1)(C1=CC=CC=C1)C1=CC=CC=C1 2,4-dimethoxy-5-[(trityl)thio]pyrimidine